C1(CC1)C=1C=C(C2C=CC=C2C1)C(=O)C1=CC=C(C=C1)OC(F)(F)F (6-cyclopropyl-3aH-inden-4-yl)(4-(trifluoromethoxy)phenyl)methanone